N-((3-fluoropyridin-2-yl)methyl)-2-(2-((2-(1-(2-(piperidin-1-yl)ethyl)-6,7-dihydro-1H-[1,4]dioxino[2',3':4,5]benzo[1,2-d]imidazol-2-yl)ethyl)amino)ethyl)oxazole-4-carboxamide FC=1C(=NC=CC1)CNC(=O)C=1N=C(OC1)CCNCCC1=NC2=C(N1CCN1CCCCC1)C=C1C(=C2)OCCO1